ClC1=C(C2=CC=CC=C2C(=C1)Cl)C1=C(C(=O)N)C=CC(=C1)C1=NOC(=N1)C(F)(F)F (2,4-dichloronaphthalen-1-yl)-4-(5-(trifluoromethyl)-1,2,4-oxadiazol-3-yl)benzamide